BrC=1C=NN2C1C=C(C=C2)C(=O)N(C)C=2C=CC(=C(C(=O)OC(C)C)C2)Cl Isopropyl 5-(3-bromo-N-methylpyrazolo[1,5-a]pyridine-5-carboxamido)-2-chlorobenzoate